1-[4-[4-(2,2-difluoro-7-oxo-5H-[1,3]dioxolo[4,5-f]isoindol-6-yl)-5-ethylsulfonyl-1-methyl-imidazol-2-yl]phenyl]cyclopropane-carbonitrile FC1(OC=2C(=CC=3C(N(CC3C2)C=2N=C(N(C2S(=O)(=O)CC)C)C2=CC=C(C=C2)C2(CC2)C#N)=O)O1)F